(E)-4-chloro-2-{[(2-hydroxyethyl)imino]methyl}phenol ClC1=CC(=C(C=C1)O)/C=N/CCO